CS(=O)(=O)OC1CCN(CCC1)C(=O)OCCCC butyl 4-((methylsulfonyl)oxy)azepane-1-carboxylate